(5S,7S)-2-(2,2-dimethylcyclopropyl)-7-fluoro-5-phenyl-6,7-dihydro-5H-pyrrolo[1,2-b][1,2,4]triazole CC1(C(C1)C=1N=C2N(N1)[C@@H](C[C@@H]2F)C2=CC=CC=C2)C